C(CCC)N(CCC1=CNC2=CC=CC=C12)C N-Butyl-N-methyl-Tryptamine